C1(=CC=CC=C1)P(C1=CC=CC=C1)N(C(C)C)P(C1=CC=CC=C1)C1=CC=CC=C1 bis-diphenylphosphinoisopropylamine